COC=NC1=CC(=C(C(=O)OCC2=C(C=CC=C2)C)C=C1C)C 2-methylbenzyl 4-((methoxymethylene)amino)-2,5-dimethylbenzoate